C(C)(C)(C)OC([C@H](CCC(=O)O)NC(CCCCCCCCCCCCCCCCC(=O)OC(C)(C)C)=O)=O (S)-5-(tert-butoxy)-4-(18-(tert-butoxy)-18-oxooctadecanamido)-5-oxopentanoic acid